(Z)-3-(1H-indol-3-yl)acrylonitrile N1C=C(C2=CC=CC=C12)\C=C/C#N